O1CC(C2=C1C=CC=C2)NC(=O)C=2C=1C[C@@H]3[C@H](C1N(N2)C2=C(C=C(C=C2)F)F)C3 (1aR,5aR)-2-(2,4-Difluoro-phenyl)-1a,2,5,5a-tetrahydro-1H-2,3-diaza-cyclopropa[a]pentalene-4-carboxylic acid (2,3-dihydro-benzofuran-3-yl)-amide